C(#N)CN1N=NC(=C1NC(O[C@H](C(F)F)C1=CC=CC=C1)=O)C1=NC(=C(C=C1)NS(=O)(=O)C)C (S)-2,2-difluoro-1-phenylethyl (1-(cyanomethyl)-4-(6-methyl-5-(methylsulfonamido)pyridin-2-yl)-1H-1,2,3-triazol-5-yl)carbamate